FC(C1(CC1)C1=NC(=NO1)C(=O)OCC)F ethyl 5-(1-(difluoromethyl) cyclopropyl)-1,2,4-oxadiazole-3-carboxylate